COC1=C(C=C(C=C1)\C=C/C1=CC(=C(C(=C1)OC)OC)OC)O 2-methoxy-5-((Z)-2-(3,4,5-trimethoxyphenyl)vinyl)phenol